CCCCCC1C(C(=CC1)C)(C)C methyl-4-(2,2,3-trimethylcyclopent-3-en-1-yl)butan